C(C=C)(=O)OC12C(CCCC1)O2 acryloxycyclohexene oxide